F[C@@H]1CC2=CC=3CCCC3C(=C2C1)NC(=O)NS(=O)(=NC(C1=CC=CC=C1)(C1=CC=CC=C1)C1=CC=CC=C1)C=1C=NN2C1OC(C2)C N-(((R)-2-fluoro-1,2,3,5,6,7-hexahydro-s-indacen-4-yl)carbamoyl)-2-methyl-N'-trityl-2,3-dihydropyrazolo[5,1-b]oxazole-7-sulfonimidamide